(R)-2-benzyloxypropionic acid C(C1=CC=CC=C1)O[C@@H](C(=O)O)C